C(C(O)CO)C(C(=O)OCC(O)CO)CCCCCCCCCCCCCCCC glycerol (glyceryl stearate)